N-[(S)-{5-[4-(dimethylcarbamoyl)-5-fluoropyridin-3-yl]-4-fluoro-1H-benzimidazol-2-yl}(4-methylcyclohexyl)methyl]-3-ethylisoxazole-4-carboxamide CN(C(=O)C1=C(C=NC=C1F)C1=C(C2=C(NC(=N2)[C@@H](NC(=O)C=2C(=NOC2)CC)C2CCC(CC2)C)C=C1)F)C